1-((6-chloro-5-methylpyridin-3-yl)sulfonyl)N-(benzo[d]thiazol-5-yl)-piperidine-4-carboxamide ClC1=C(C=C(C=N1)S(=O)(=O)N1CCC(CC1)C(=O)NC=1C=CC2=C(N=CS2)C1)C